FC1=C(C=C(C=C1)F)C1N(CCC1)C1=NC=2N(C=C1)N=CC2NC(=O)N2CC(C2)OC N-(5-(2-(2,5-difluorophenyl)pyrrolidin-1-yl)pyrazolo[1,5-a]pyrimidin-3-yl)-3-methoxyazetidine-1-carboxamide